ClC=1C=C2C=NC(=NC2=CC1N1CCC(CC1)(O)C)NC1=CC(=NS1)C 1-{6-chloro-2-[(3-methyl-1,2-thiazol-5-yl)amino]quinazolin-7-yl}-4-methylpiperidin-4-ol